BrC=1C=2N(C=CC1OC)C(=NN2)[C@@H]2C[C@@H](CCC2)NC(OC(C)(C)C)=O tert-butyl ((1R,3S)-3-(8-bromo-7-methoxy-[1,2,4]triazolo[4,3-a]pyridin-3-yl)cyclohexyl)carbamate